dimethoxybis(4-isopropylphenyl)silane CO[Si](C1=CC=C(C=C1)C(C)C)(C1=CC=C(C=C1)C(C)C)OC